tert-butyl 3-cyclopropyl-3-((dimethylamino)methyl)pyrrolidine-1-carboxylate C1(CC1)C1(CN(CC1)C(=O)OC(C)(C)C)CN(C)C